CC1=C(C=CC(=C1)C)[B-](C1=C(C=C(C=C1)C)C)(C1=C(C=C(C=C1)C)C)C1=C(C=C(C=C1)C)C.C(CCCCCCCCCCCCCCCCC)[NH+](C)CCCCCCCCCCCCCCCCCC dioctadecyl-methylammonium tetrakis(2,4-dimethylphenyl)borate